(2S,4S)-1-tert-butoxy-carbonyl-4-(trifluoro-methyl)pyrrolidine-2-carboxylic acid C(C)(C)(C)OC(=O)N1[C@@H](C[C@@H](C1)C(F)(F)F)C(=O)O